OC=1C(=C(C(=CC1)C)N1C=NC2=C(C1=O)C=C(N2)C=2C=NN(C2)C2CCOCC2)C 3-(3-hydroxy-2,6-dimethylphenyl)-6-(1-(tetrahydro-2H-pyran-4-yl)-1H-pyrazol-4-yl)-3,7-dihydro-4H-pyrrolo[2,3-d]pyrimidin-4-one